C(C=CCCCCCCCCCCCCC)(N)(N)N hexadecenetriamine